methyl-sarcosine CN(C)CC(=O)O